2-(1,3-benzooxazol-2-ylmethyl-amino)-5-propyl-4H-[1,2,4]triazolo[1,5-a]pyrimidin-7-one O1C(=NC2=C1C=CC=C2)CNC2=NN1C(NC(=CC1=O)CCC)=N2